1,3,5-triiodophenyl methacrylate C(C(=C)C)(=O)OC1(CC(=CC(=C1)I)I)I